C(C)(C)(C)OC(C1=CC=C(C=C1)[C@H](C)N1N=C(C=CO1)Cl)=O (S)-4-(1-(3-chloro-6-oxa-pyridazin-1(6H)-yl)ethyl)benzoic acid tert-butyl ester